NCCNC1=NC(=C2C(=N1)N(N=C2)C)NCCC=2C=NC(=CC2)OC N6-(2-aminoethyl)-N4-[2-(6-methoxypyridin-3-yl)ethyl]-1-methyl-1H-pyrazolo[3,4-d]pyrimidine-4,6-diamine